N-(t-butoxycarbonyl)-S-vinylcysteine ethyl ester C(C)OC([C@@H](NC(=O)OC(C)(C)C)CSC=C)=O